C(C)(C)(C)C1=NC(=NC(=N1)C1=CC=CC=C1)C1=CC=CC=C1 2-(tertiary butyl)-4,6-diphenyl-1,3,5-triazine